tert-butyl (S)-(1-(4-cyano-3-(1-(difluoromethyl)-1H-1,2,4-triazol-5-yl)phenyl)-2-hydroxyethyl)carbamate C(#N)C1=C(C=C(C=C1)[C@@H](CO)NC(OC(C)(C)C)=O)C1=NC=NN1C(F)F